(S)-bis((9H-fluoren-9-yl)methyl) (11,19-dioxo-13-(prop-2-yn-1-ylcarbamoyl)-3,6,9,21,24,27-hexaoxa-12,18-diazanonacosane-1,29-diyl)dicarbamate O=C(COCCOCCOCCNC(OCC1C2=CC=CC=C2C=2C=CC=CC12)=O)N[C@@H](CCCCNC(COCCOCCOCCNC(OCC1C2=CC=CC=C2C=2C=CC=CC12)=O)=O)C(NCC#C)=O